(E)-3-(naphthalen-2-yl)-N-(1-oxo-1-((pyridin-3-ylmethyl)amino)propan-2-yl)acrylamide C1=C(C=CC2=CC=CC=C12)/C=C/C(=O)NC(C(NCC=1C=NC=CC1)=O)C